ethyl 4-(3-chlorophenyl)pent-4-enoate ClC=1C=C(C=CC1)C(CCC(=O)OCC)=C